BrC1=CC=C(C=C1)C=1NC=C(N1)Cl 2-(4-bromophenyl)-4-chloro-1H-imidazole